N-(4-((3R,4S)-3-Amino-4-fluoropiperidin-1-yl)-5-(1-(2,2,2-trifluoroethyl)-1H-pyrazol-4-yl)pyridin-2-yl)-1-isopropyl-1H-pyrazolo[3,4-b]pyridin-6-amine N[C@@H]1CN(CC[C@@H]1F)C1=CC(=NC=C1C=1C=NN(C1)CC(F)(F)F)NC1=CC=C2C(=N1)N(N=C2)C(C)C